N-(2,2-difluoroethyl)-6-(6-ethoxy-1H-pyrrolo[2,3-b]pyridin-3-yl)imidazo[1,2-a]pyridine-3-carboxamide FC(CNC(=O)C1=CN=C2N1C=C(C=C2)C2=CNC1=NC(=CC=C12)OCC)F